C(C)(C)(C)[C@H]1C[C@H]2C([C@](N1CC2)(COC)CO)=O (1R,2R,4S,6R)-6-(tert-butyl)-2-(hydroxymethyl)-2-(methoxymethyl)quinuclidin-3-one